FC1=CC=CC=2C=3N(C(=NC12)N[C@H]1C(NCCNC1)=O)N=C(N3)C3=CC=C(C=C3)OC (6R)-6-{[7-fluoro-2-(4-methoxyphenyl)[1,2,4]triazolo[1,5-c]quinazolin-5-yl]amino}-1,4-diazepan-5-one